FC=1C=C2C3=C(NC2=C(C1)NC)N=CC(=C3N3[C@H]1[C@@H](OCC3)CN(C1)C)C=1C=C3C(C(=CN(C3=NC1)C)C(=O)O)=O 6-(6-fluoro-8-(methylamino)-4-(cis-6-methylhexahydropyrrolo[3,4-b][1,4]oxazin-4(4aH)-yl)-9H-pyrido[2,3-b]indol-3-yl)-1-methyl-4-oxo-1,4-dihydro-1,8-naphthyridine-3-carboxylic acid